(1R,3R)-3-((R)-3-(1-(7-cyclobutyl-3-((R)-1-(2,4-dichlorophenyl)ethyl)-3H-[1,2,3]triazolo[4,5-d]pyrimidin-5-yl)azetidin-3-yl)piperidin-1-yl)-1-methylcyclobutane-1-carboxylic acid C1(CCC1)C=1C2=C(N=C(N1)N1CC(C1)[C@@H]1CN(CCC1)C1CC(C1)(C(=O)O)C)N(N=N2)[C@H](C)C2=C(C=C(C=C2)Cl)Cl